N-methyl-acrylamide TFA salt OC(=O)C(F)(F)F.CNC(C=C)=O